[2H]C(N\1CC(O[C@H](CCCC/C=C/CCCCC(N/C1=N/C(OCC1=CC=CC=C1)=O)=O)C)=O)([2H])[2H] (Z)-benzyl ((S,E)-4-trideuteriomethyl-18-methyl-2,7-dioxo-1-oxa-4,6-diazacyclooctadec-12-en-5-ylidene)carbamate